O=C1NC2=C(SC1)C=CC(=C2)C2=CC=C(O2)C=O 5-(3-oxo-3,4-dihydro-2H-benzo[b][1,4]thiazin-6-yl)furan-2-carbaldehyde